C(C)(C)(C)N1N=CC=C1C=1C=C(C(=O)NC(C(F)(F)F)(C)C)C=C(C1)C1=CC=C(C=C1)Cl 3-(2-tert-butylpyrazol-3-yl)-5-(4-chlorophenyl)-N-(1,1,1-trifluoro-2-methylpropan-2-yl)benzamide